COC(=O)C=1C(=CC=CC1)C1=C(C=CC=C1)C=C.BrC=1C=C(C=2N(C1)C=C(N2)C(=O)N2C[C@@H]([C@H](CC2)N2CC1=CC=CC=C1CC2)O)I (6-bromo-8-iodoimidazo[1,2-a]pyridin-2-yl)[(3S,4S)-4-(3,4-dihydroisoquinolin-2(1H)-yl)-3-hydroxypiperidin-1-yl]methanone methyl-2'-vinyl-[1,1'-biphenyl]-2-carboxylate